O=S1(CCN(CC1)C1CCC(CC1)NC1=C2C=C(N(C2=CC=C1)CC(F)(F)F)C#CCNC1=C(C=C(C=C1)S(=O)(=O)N)OC)=O 4-((3-(4-(((1S,4S)-4-(1,1-dioxidothio-morpholino)cyclohexyl)amino)-1-(2,2,2-trifluoro-ethyl)-1H-indol-2-yl)prop-2-yn-1-yl)amino)-3-methoxybenzene-sulfonamide